CC1=NN2C(N=C(C=C2N(CCC)CC2=CC=C(C=C2)C2=CC=CC=C2)C)=C1C=1C(=CC(=NC1)N(C)C)C 5-(2,5-dimethyl-7-{[(4-phenylphenyl)methyl](propyl)amino}pyrazolo[1,5-a]pyrimidin-3-yl)-N,N,4-trimethylpyridin-2-amine